CC(CCC(C)O)CC(C)C 5,7-dimethyloctan-2-ol